3-([1,1'-biphenyl]-4-yl)-1-benzylpiperidine C1(=CC=C(C=C1)C1CN(CCC1)CC1=CC=CC=C1)C1=CC=CC=C1